C(C)(C)(C)C1=CC=C(C=C1)C1=CC=CC=2C3=CC=CC=C3CC12 (4-(tert-butyl)phenyl)-9H-fluorene